CC(=O)OC[C@H]([C@H]([C@@H]([C@H](C=O)OC(=O)C)OC(=O)C)OC(=O)C)OC(=O)C pentaacetylglucose